S1C(=NC2=C1C=CC=C2)SNCC2=CC=C(C=C2)C(F)(F)F S-(benzo[d]thiazol-2-yl)-N-(4-(trifluoromethyl)benzyl)thiohydroxylamine